ethyl (E)-3-(dimethylamino)-2-(2-methoxypyridin-4-yl)acrylate CN(/C=C(/C(=O)OCC)\C1=CC(=NC=C1)OC)C